N-ethyl-1,5-pentanediamine C(C)NCCCCCN